2-((oxazol-2-ylmethyl)amino-2-oxoethyl)-3,7,8,9-tetrahydro-6H-imidazo[4,5-f]quinoline-6-carboxylate O1C(=NC=C1)CNC(CC=1NC=2C(=C3CCCN(C3=CC2)C(=O)[O-])N1)=O